SC1=C2CN(C(C2=CC=C1)=O)C1C(NC(CC1)=O)=O 3-(4-mercapto-1-oxoisoindolin-2-yl)piperidine-2,6-dione